O=C1NC(CC[C@@H]1NC(=O)[C@H]1CCN(C2=CC=CC=C12)C(CCCCCNC(OC(C)(C)C)=O)=O)=O tert-Butyl N-[6-[(4S)-4-[[(3S)-2,6-dioxopiperidin-3-yl]carbamoyl]-3,4-dihydroquinolin-1(2H)-yl]-6-oxohexyl]carbamate